C(=C)C1CC1 racemic-trans-vinylcyclopropane